3-(5-chloro-6-((2-methylpyridin-3-yl)methoxy)-2-oxobenzo[d]oxazol-3(2H)-yl)propanoic acid ClC=1C(=CC2=C(N(C(O2)=O)CCC(=O)O)C1)OCC=1C(=NC=CC1)C